Ruthenium iridium tin nickel [Ni].[Sn].[Ir].[Ru]